6-(2,6-dichloro-3,5-dimethoxyphenyl)-8-methyl-2-(methylthio)pyrido[3,4-d]pyrimidine ClC1=C(C(=C(C=C1OC)OC)Cl)C1=CC2=C(N=C(N=C2)SC)C(=N1)C